1-methyl-5-oxo-N-(5-((3-(trifluoromethyl)benzyl)oxy)-2,3-dihydrobenzofuran-7-yl)pyrrolidine-2-carboxamide CN1C(CCC1=O)C(=O)NC1=CC(=CC=2CCOC21)OCC2=CC(=CC=C2)C(F)(F)F